(S)-3-(1-(3-((2-(3-Chloro-1-methyl-1H-pyrazol-4-yl)pyrimidin-4-yl)amino)-5-isopropylisoquinolin-8-yl)azetidin-3-yl)-5-methyl-oxazolidin-2-one ClC1=NN(C=C1C1=NC=CC(=N1)NC=1N=CC2=C(C=CC(=C2C1)C(C)C)N1CC(C1)N1C(O[C@H](C1)C)=O)C